2-[4-[(E)-3-(2,4-Dichlorophenyl)-3-oxoprop-1-enyl]-2-methoxyphenoxy]acetic acid ClC1=C(C=CC(=C1)Cl)C(/C=C/C1=CC(=C(OCC(=O)O)C=C1)OC)=O